S1C(=CC=C1)C1=C(CCC2N(CCCC2)C)C=CC=C1 2-[2-(2-thienyl)-phenethyl]-N-methylpiperidine